N1C(=NC2=C1C=CC=C2)CCNCCN2N=CC(=C2)C(=O)NCC2=NC=CC=C2Cl 1-(2-{[2-(1H-1,3-Benzodiazol-2-yl)ethyl]amino}ethyl)-N-[(3-chloropyridin-2-yl)methyl]-1H-pyrazole-4-carboxamide